N1=CC=CC2=CC=C(C=C12)C(C)=O 1-(Quinolin-7-yl)ethanone